CN(C=CC(=O)C1=C(C(=CC(=C1)C(C)NC1(CCC1)C)C)O)C 3-(Dimethylamino)-1-(2-hydroxy-3-methyl-5-(1-((1-methylcyclobutyl)amino)ethyl)phenyl)propan-2-En-1-one